(R)-N-(2,8-dimethylimidazo[1,2-a]pyrazin-6-yl)-3-(3-(methylamino)pyrrolidin-1-yl)-1,2,4-triazine-6-carboxamide CC=1N=C2N(C=C(N=C2C)NC(=O)C2=CN=C(N=N2)N2C[C@@H](CC2)NC)C1